chromenylium [O+]1=CC=CC2=CC=CC=C12